CN1C(N(C=2C(=NC(=CC21)C=2C=CC=C1C=C(N=CC21)C=2C=CC(=NC2)C(=O)NCC#CC2=CC(=CC=C2)NC2C(NC(CC2)=O)=O)C(F)(F)F)C)=O 5-(8-(1,3-Dimethyl-2-oxo-4-(trifluoromethyl)-2,3-dihydro-1H-imidazo[4,5-c]pyridin-6-yl)isoquinolin-3-yl)-N-(3-(3-((2,6-dioxopiperidin-3-yl)amino)phenyl)prop-2-yn-1-yl)picolinamide